FC(=CC1=CC=C(C=C1)C1=CSC=C1)F 3-(4-(2,2-difluorovinyl)phenyl)thiophene